FC=1C=C(C(=O)O)C=CC1N1CCC2(OCCO2)CC1 3-fluoro-4-(1,4-dioxa-8-azaspiro[4.5]decan-8-yl)benzoic acid